2-(1-Methyl-1H-pyrazole-4-yl)ethanol CN1N=CC(=C1)CCO